O1C2=C(OCC1)C=C(C=C2)N2N=C(C(=C2)C(=O)NC2=NC(=CC=C2)C=2N1C(=NN2)CC[C@@H]1C)OC (S)-1-(2,3-dihydrobenzo[b][1,4]dioxin-6-yl)-3-methoxy-N-(6-(5-methyl-6,7-dihydro-5H-pyrrolo[2,1-c][1,2,4]triazol-3-yl)pyridin-2-yl)-1H-pyrazole-4-carboxamide